[Br-].C1C=[NH+]C=2C=CC3=C(C12)C=CC=C3 1H-benzo[E]indol-3-ium bromide